O1[C@@H](CC1)CN1C(=NC2=C1C=C(C=C2)C(=O)O)CN2CCC(CC2)C2=NC(=CC=C2)OCC2=CC=C1C=NN(C1=C2)CC(F)(F)F (S)-1-(oxetan-2-ylmethyl)-2-((4-(6-((1-(2,2,2-Trifluoroethyl)-1H-indazol-6-yl)methoxy)pyridin-2-yl)piperidin-1-yl)methyl)-1H-benzo[d]imidazole-6-carboxylic acid